C(C=C)OC1=CC=C(C=C1)OCC=C 1,4-bis(allyloxy)benzene